α-cyclopentyl-α-hydroxy-benzeneacetic acid C1(CCCC1)C(C(=O)O)(C1=CC=CC=C1)O